C1(=CC=CC=C1)[C@@H]1CN(CC12CN(C2)C(C=C)=O)C(=O)C=2C=CC=C1C=CC=NC21 (S)-1-(8-Phenyl-6-(quinoline-8-carbonyl)-2,6-diazaspiro[3.4]octan-2-yl)prop-2-en-1-one